3-(3-(5-(2-oxaspiro[3.3]hept-6-yl)pyridin-3-yl)-6-(2-chlorophenyl)-2,4-dioxo-3,4-dihydrothieno[3,2-d]pyrimidin-1(2H)-yl)propionitrile C1OCC12CC(C2)C=2C=C(C=NC2)N2C(N(C1=C(C2=O)SC(=C1)C1=C(C=CC=C1)Cl)CCC#N)=O